NC(C(=O)O)CC=1C(=NC=C(C1)C(F)(F)F)Cl 2-amino-3-[2-chloro-5-(trifluoromethyl)pyridin-3-yl]propanoic acid